O=C1NC(CCC1C1=NN(C2=CC(=CC=C12)N1CCC2(CCN(CC2)C(=O)OC(C)(C)C)CC1)C)=O tert-butyl 9-[3-(2,6-dioxo-3-piperidyl)-1-methyl-indazol-6-yl]-3,9-diazaspiro[5.5]undecane-3-carboxylate